methyl (E)-3-[5-(2-methyl-1,3-dioxolan-2-yl)furan-2-yl]acrylate CC1(OCCO1)C1=CC=C(O1)/C=C/C(=O)OC